FC1=C(C(=CC=C1)F)C1=N[C@H](C2=NN=C(N2C=2SC=3C[C@@H](CC3C12)C(F)(F)F)C)C (7S,13R)-9-(2,6-difluorophenyl)-3,7-dimethyl-13-(trifluoromethyl)-16-thia-2,4,5,8-tetraazatetracyclo[8.6.0.02,6.011,15]hexadeca-1(10),3,5,8,11(15)-pentaene